S1C=NC2=C1C=C(C=C2)OC2=CC(=C(C=C2C)NC2=NC=NC1=CC(=C(C=C21)NC(/C(=C\[C@@H]2N(CCC2)C)/F)=O)OC)OC (R,E)-N-(4-((4-(benzo[d]thiazol-6-yloxy)-2-methoxy-5-methylphenyl)amino)-7-methoxyquinazoline-6-yl)-2-fluoro-3-(1-methylpyrrolidin-2-yl)acrylamide